tert-butyl 4-(fluoromethylidene)piperidine-1-carboxylate FC=C1CCN(CC1)C(=O)OC(C)(C)C